4-((4-((3-(N-(tert-butyl)sulfamoyl)phenyl)amino)-5-methylpyrimidin-2-yl)amino)-N-(3-ethynylphenyl)benzamide C(C)(C)(C)NS(=O)(=O)C=1C=C(C=CC1)NC1=NC(=NC=C1C)NC1=CC=C(C(=O)NC2=CC(=CC=C2)C#C)C=C1